3,3-bis(p-dimethylaminophenyl)phthalide bis(N-Methyl-2,2,6,6-tetramethyl-4-piperidinyl)sebacate CN1C(CC(CC1(C)C)OC(CCCCCCCCC(=O)OC1CC(N(C(C1)(C)C)C)(C)C)=O)(C)C.CN(C1=CC=C(C=C1)C1(OC(=O)C2=CC=CC=C12)C1=CC=C(C=C1)N(C)C)C